2-methyl-5-oxo-N-(pyridin-2-ylmethyl)-6-(pyridin-3-ylmethyl)-5,6-dihydro-1,6-naphthyridine-3-carboxamide CC1=NC=2C=CN(C(C2C=C1C(=O)NCC1=NC=CC=C1)=O)CC=1C=NC=CC1